2-PENTYL ISOCYANIDE CC(CCC)[N+]#[C-]